di-glycerol isostearate C(CCCCCCCCCCCCCCC(C)C)(=O)O.OCC(O)CO.OCC(O)CO